BrC1=NN(C(=C1)C(=O)NC1(CC1)C(=O)O)C1=NC=CC=C1Cl 1-(3-bromo-1-(3-chloropyridin-2-yl)-1H-pyrazole-5-carboxamido)cyclopropane-1-carboxylic acid